CC1(N(CC(C1)CCC(NC1=NC(=CC=C1)S(N)(=O)=O)C1=CC=CC=C1)C(=O)OC(C)(C)C)C tert-butyl 2,2-dimethyl-4-[3-phenyl-3-[(6-sulfamoyl-2-pyridyl)amino]propyl]pyrrolidine-1-carboxylate